tert-Butyl 2-(4-ethoxyphenyl)-5-(pyrrolidin-1-yl)thiazole-4-carboxylate C(C)OC1=CC=C(C=C1)C=1SC(=C(N1)C(=O)OC(C)(C)C)N1CCCC1